Cl.N[C@H]1[C@H](CCC1)NC(=O)C1=CN(CCS1)C=1C2=C(N=CN1)NC=C2 N-((1S,2R)-2-aminocyclopentyl)-4-(7H-pyrrolo[2,3-d]pyrimidin-4-yl)-3,4-dihydro-2H-1,4-thiazine-6-carboxamide hydrochloride